4-(5-(5-phenyl-1,3,4-oxadiazol-2-yl)-2-(pyridin-4-yl)pyrazolo[1,5-a]pyrimidin-7-yl)morpholine C1(=CC=CC=C1)C1=NN=C(O1)C1=NC=2N(C(=C1)N1CCOCC1)N=C(C2)C2=CC=NC=C2